COC(=O)C1(CCC2(C(=CC3=CC(=CC=C23)Cl)C[C@H](CO)C)CC1)NC1=CC(=CC=C1)Cl (1R,4R)-5'-chloro-4-(3-chloroanilino)-2'-[(2R)-3-hydroxy-2-methylpropyl]spiro[cyclohexane-1,1'-indene]-4-carboxylic acid methyl ester